tributyl-6-hepten-1-ylphosphonium C(CCC)[P+](CCCCCC=C)(CCCC)CCCC